C(=O)C=1N=CC(=NC1)CNC(OC(C)(C)C)=O tert-butyl ((5-formylpyrazin-2-yl)methyl)carbamate